dimethylsilyl-(tetramethylcyclopentadienyl)(cyclododecylamino)dimethyl-titanium C[SiH](C)C[Ti](C)(NC1CCCCCCCCCCC1)C1(C(=C(C(=C1)C)C)C)C